CN1N=CC(=C1C=1C=CC(=C(OC2CN(C2)C(=O)N2N=CC[C@H]2C=2C=C(C#N)C=C(C2)F)C1)F)C (S)-3-(1-(3-(5-(1,4-dimethyl-1H-pyrazol-5-yl)-2-fluorophenoxy)azetidine-1-carbonyl)-4,5-dihydro-1H-pyrazol-5-yl)-5-fluorobenzonitrile